6-(7,8-dihydro-5H-1,6-naphthyridin-6-yl)-N-[(5-fluoropyrimidin-2-yl)methyl]-5-methyl-pyridine-3-carboxamide N1=CC=CC=2CN(CCC12)C1=C(C=C(C=N1)C(=O)NCC1=NC=C(C=N1)F)C